COS(=O)(=O)[O-].C[NH2+]C DiMethyl-Ammonium Methyl-Sulfate